CC1(CC=2CNCNC2C=C1)C 6,6-dimethyl-2,3,4,5-tetrahydroquinazolin